BrC1=CC=C(C=C1)C(C)(C)[N+]#[C-] 1-bromo-4-(2-isocyanoprop-2-yl)benzene